ethyl 2-(6'-bromo-4'-oxo-3',4'-dihydro-2'H-spiro[cyclopropane-1,1-naphthalen]-3'-yl)-2-oxoacetate BrC=1C=C2C(C(CC3(C2=CC1)CC3)C(C(=O)OCC)=O)=O